3-cyclopropyl-2-(2,6-dimethylpyridin-4-yl)-5-(piperidin-4-yl)-1H-indole C1(CC1)C1=C(NC2=CC=C(C=C12)C1CCNCC1)C1=CC(=NC(=C1)C)C